[(5,6-dimethylpyridin-3-yl)methyl]({2-[(9R)-9-(pyridin-2-yl)-6-oxaspiro[4.5]decan-9-yl]ethyl})amine CC=1C=C(C=NC1C)CNCC[C@]1(CCOC2(CCCC2)C1)C1=NC=CC=C1